COC(C1=C(N=C(C=C1)O[C@H](C(F)(F)F)C)N)=O 2-amino-6-((S)-2,2,2-trifluoro-1-methyl-ethoxy)-nicotinic acid methyl ester